2-amino-N-((1S,2R)-2-cyanocyclopentyl)-7-fluoro-3-methyl-N-((5-(trifluoromethyl)-2-pyridinyl)methyl)-6-quinolinecarboxamide NC1=NC2=CC(=C(C=C2C=C1C)C(=O)N(CC1=NC=C(C=C1)C(F)(F)F)[C@@H]1[C@@H](CCC1)C#N)F